(iodomethyl)pentadecane ICCCCCCCCCCCCCCCC